(7-(2-(4-(6-Fluorobenzo[b]thiophen-4-yl)piperazin-1-yl)ethyl)-2-oxo-3,4-dihydroquinolin-1(2H)-yl)methyl (cyclohexylmethyl)carbamate C1(CCCCC1)CNC(OCN1C(CCC2=CC=C(C=C12)CCN1CCN(CC1)C1=CC(=CC=2SC=CC21)F)=O)=O